C(C)(C)(C)C1=NN(C(=C1)NC(=O)NC1=C(C=C(C=C1)OC1=CC(=NC=C1)[N+](=O)[O-])F)C1=CC=CC=C1 1-(3-(tert-butyl)-1-phenyl-1H-pyrazol-5-yl)-3-(2-fluoro-4-((2-nitropyridin-4-yl)oxy)phenyl)urea